FC1=C(C=C(OC2=CC=C(C=NS(=O)C(C)(C)C)C=C2)C=C1)C N-(4-(4-fluoro-3-methylphenoxy)benzylidene)-2-methylpropane-2-sulfinamide